BrC1=CC=C2C(=C(C(NC2=C1F)=O)F)OC 7-bromo-3,8-difluoro-4-methoxyquinolin-2(1H)-one